(E)-ethyl 3-(3-((4-((dimethylamino)methyl)phenylamino)methyl)-phenyl)acrylate CN(C)CC1=CC=C(C=C1)NCC=1C=C(C=CC1)/C=C/C(=O)OCC